1H-imidazole-2-sulfonyl chloride, hydrochloride Cl.N1C(=NC=C1)S(=O)(=O)Cl